C(C)OCCOCCOC1=CC=C(C=C1)[C@@H]1[C@H](O1)C(=O)OCC |r| ethyl (2SR,3RS)-3-{4-[2-(2-ethoxyethoxy)ethoxy]phenyl}oxirane-2-carboxylate